ClC=1C=C(C=C(C1OC1=NC=C(C(=C1)S(=O)(=O)C1CCC1)O)Cl)N1N=C(C(NC1=O)=O)C(F)F 2-[3,5-dichloro-4-[(4-cyclobutylsulfonyl-5-hydroxy-2-pyridyl)-oxy]phenyl]-6-(difluoromethyl)-1,2,4-triazine-3,5-dione